1-phenyl-3-(4-nitrophenyl)-3-hydroxy-1-propanone C1(=CC=CC=C1)C(CC(O)C1=CC=C(C=C1)[N+](=O)[O-])=O